BrC(C(=O)OCC)C1=C(C(=CC(=C1)CC1CC1)Cl)OC ethyl 2-bromo-2-(3-chloro-5-(cyclopropylmethyl)-2-methoxyphenyl)acetate